(2R,3R,4R,5R)-4-[[3-[4-(Difluoromethyl)-3-fluoro-2-methoxy-phenyl]-4,5-dimethyl-5-(trifluoromethyl)-tetrahydrofuran-2-carbonyl]amino]pyridin-2-carboxamid FC(C1=C(C(=C(C=C1)[C@@H]1[C@@H](O[C@]([C@@H]1C)(C(F)(F)F)C)C(=O)NC1=CC(=NC=C1)C(=O)N)OC)F)F